4-((1-(2-(5-fluoroisoindolin-2-yl)-3,6-dimethyl-4-oxo-3,4-dihydroquinazolin-8-yl)ethyl)amino)-1-methyl-N-(methylsulfonyl)-1H-pyrazole-3-carboxamide FC=1C=C2CN(CC2=CC1)C1=NC2=C(C=C(C=C2C(N1C)=O)C)C(C)NC=1C(=NN(C1)C)C(=O)NS(=O)(=O)C